4-methyl-2-(3-methylisothiazol-5-yl)imidazo[1,5-B]Pyridazine-7-carboxylic acid ethyl ester C(C)OC(=O)C1=NC=C2N1N=C(C=C2C)C2=CC(=NS2)C